2,4-dicarboxyquinoline C(=O)(O)C1=NC2=CC=CC=C2C(=C1)C(=O)O